2-(2,6-dioxopiperidin-3-yl)-4-(piperazin-1-yl)isoindoline-1,3-dione O=C1NC(CCC1N1C(C2=CC=CC(=C2C1=O)N1CCNCC1)=O)=O